CC1=NC=CC(=C1N)N (E)-methylpyridine-3,4-diamine